amino-(5R)-[5-(oxetan-3-yl)-1,3,4-oxadiazol-2-yl]-piperidine NC1N(CCCC1)C=1OC(=NN1)C1COC1